N[C@@H](C(F)(F)F)C (R)-2-amino-1,1,1-trifluoropropane